C(C1=CC=CC=C1)N(C[C@H](C)OC=C)CC1=CC=CC=C1 (S)-N,N-dibenzyl-2-(vinyloxy)propan-1-amine